C1(CCC1)COC=1C=CC2=C(C(=C(O2)C)C(=O)OCC)C1 ethyl 5-(cyclobutylmethoxy)-2-methylbenzofuran-3-carboxylate